FC=1C=C(C=CC1)C1=NN=C2SCCCN21 3-(3-fluorophenyl)-6,7-dihydro-5H-[1,2,4]triazolo[3,4-b][1,3]thiazine